NC1=C(C=2C(=NC=C(C2S1)F)C=1C2=C(C=3C=NC(=NC3C1F)N1C[C@@H](CC1)N1[C@@H](CN(CC1)C)CO)COC2)C#N 2-Amino-7-fluoro-4-(5-fluoro-3-((R)-3-((S)-2-(hydroxymethyl)-4-methylpiperazin-1-yl)pyrrolidin-1-yl)-7,9-dihydrofuro[3,4-f]quinazolin-6-yl)thieno[3,2-c]pyridine-3-carbonitrile